N-[1-[(3-Fluorophenyl)methyl]-1H-indazol-5-yl]-5-(5-formyl-2-furanyl)-2-hydroxybenzamide FC=1C=C(C=CC1)CN1N=CC2=CC(=CC=C12)NC(C1=C(C=CC(=C1)C=1OC(=CC1)C=O)O)=O